5-(4-chloro-6-fluoro-5-methoxypyridin-ylamino)-2-(2-fluorophenyl)-N-(2-(trifluoromethyl)benzyl)thiazole-4-carboxamide ClC1=CC(=NC(=C1OC)F)NC1=C(N=C(S1)C1=C(C=CC=C1)F)C(=O)NCC1=C(C=CC=C1)C(F)(F)F